COC([C@@H](NC(=O)NC=1C=C(C=CC1)C)CC1=CC=CC=C1)=O N-(m-tolylaminocarbonyl)-phenylalanine-methyl ester